C(C)(C)(C)N(C(O)=O)CCNC(COC1=C(C(=C(C=C1)C(C(CC)=C)=O)Cl)Cl)=O.CC1=CC=C(C=C1)S(=O)(=O)NC1=NC=CN=C1 4-methyl-N-(pyrazin-2-yl)benzenesulfonamide Tert-butyl-(2-(2-(2,3-dichloro-4-(2-methylenebutanoyl)phenoxy)acetamido)ethyl)carbamate